O1C=NC2=C1C=CC(=C2)NC2=CC=NC1=CC=C(C=C21)C2=C(C=C(CN1CC(N(CC1)C)=O)C=C2)F 4-(4-(4-(benzo[d]oxazol-5-ylamino)quinolin-6-yl)-3-fluorobenzyl)-1-methylpiperazin-2-one